(S)-2-amino-5-(2-amino-1H-imidazol-1-yl)-N-((S)-1-(5-(methoxymethyl)-1,3,4-oxadiazol-2-yl)-2,2-dimethylpropyl)pentanamide N[C@H](C(=O)N[C@@H](C(C)(C)C)C=1OC(=NN1)COC)CCCN1C(=NC=C1)N